FCCCCCCCCCCC(=O)NCCCC(C)O 11-fluoro-N-(4-hydroxypentyl)undecanoamide